ClC=1C=C(C=CC1N1CCOCC1)C=1C(=CC(=C(C1)NC(=O)C1=CNC(C=C1C(F)(F)F)=O)N1C[C@H](N([C@H](C1)C)C)C)F N-[5-(3-chloro-4-morpholin-4-ylphenyl)-4-fluoro-2-[(3R,5S)-3,4,5-trimethylpiperazin-1-yl]phenyl]-6-oxo-4-(trifluoromethyl)-1H-pyridine-3-carboxamide